(E)-2-chloro-4-methoxy-6-styryl-1,3,5-triazine ClC1=NC(=NC(=N1)OC)\C=C\C1=CC=CC=C1